(3-methylbenzylamino)pregn-5-en CC=1C=C(CNCC[C@H]2CC[C@H]3[C@@H]4CC=C5CCCC[C@]5(C)[C@H]4CC[C@]23C)C=CC1